ethyl 1-[(4-{6,6-difluoro-3-azabicyclo[3.1.0]hexan-3-yl}-2-fluorophenyl)methyl]-1H-pyrazole-4-carboxylate FC1(C2CN(CC12)C1=CC(=C(C=C1)CN1N=CC(=C1)C(=O)OCC)F)F